3-allyloxy-2-hydroxy-1-propanesulfonic acid C(C=C)OCC(CS(=O)(=O)O)O